N1(CCCCCC1)CC#CC1=NC=CC(=C1)N1CC2(CC1)CCNCC2 2-(2-(3-(azepan-1-yl)prop-1-yn-1-yl)pyridin-4-yl)-2,8-diazaspiro[4.5]decane